FC(C1=NN=C(O1)C=1C=NC(=NC1)NC=1C=C(C2=C(N(C=N2)CCO)C1)C=1N=CSC1)F 2-(6-((5-(5-(difluoromethyl)-1,3,4-oxadiazol-2-yl)pyrimidin-2-yl)amino)-4-(thiazol-4-yl)-1H-benzo[d]imidazol-1-yl)ethan-1-ol